C(C=1C(C(=O)[O-])=CC(C(=O)[O-])=C(C(=O)OC(C)C)C1)(=O)OC(C)C diisopropyl pyromellitate